2,8-dimethylimidazo[1,2-a]pyrazin-6-amine CC=1N=C2N(C=C(N=C2C)N)C1